5,5-difluorotetrahydropyrimidin-2(1H)-one-6,6-d2 FC1(CNC(NC1([2H])[2H])=O)F